2,3-dimethoxybutanedial COC(C=O)C(C=O)OC